CC1=CC=C(C=C1)[Se]C[C@H](O)C1=CC=CC=C1 (R)-2-((4-methylphenyl)seleno)-1-phenylethan-1-ol